2-{3-bromoimidazo[1,2-b]pyridazin-6-yl}-4-{[(2S)-1-(1H-tetrazol-1-yl)propan-2-yl]oxy}pyridine BrC1=CN=C2N1N=C(C=C2)C2=NC=CC(=C2)O[C@H](CN2N=NN=C2)C